FC(C)(F)C1=NC(=CC(=N1)NC1=CC(=NC=C1C1=NN(C=C1)C)NC(=O)NC)C 1-(4-((2-(1,1-difluoroethyl)-6-methylpyrimidin-4-yl)amino)-5-(1-methyl-1H-pyrazol-3-yl)pyridin-2-yl)-3-methylurea